6-chloro-1-methylpyrazolo[3,4-b]pyridine-3-carbaldehyde ClC1=CC=C2C(=N1)N(N=C2C=O)C